1-[(3R)-3-({[(7S)-4,7-difluoro-7-(1-methylethyl)-5,6,7,8-tetrahydroacridin-2-yl]carbonyl}amino)-3-(6-pyridazin-4-ylpyridin-3-yl)propyl]-4-hydroxypiperidine-4-carboxylic acid FC1=CC(=CC2=CC=3C[C@@](CCC3N=C12)(C(C)C)F)C(=O)N[C@H](CCN1CCC(CC1)(C(=O)O)O)C=1C=NC(=CC1)C1=CN=NC=C1